FC=1C(=CC(=C(C(=O)NC2=C(C=CC=C2C)F)C1)O[C@H](C(F)(F)F)C)N1N=C(N(C1=O)C)C(C)C 5-fluoro-N-(2-fluoro-6-methylphenyl)-4-[4-methyl-5-oxo-3-(prop-2-yl)-4,5-dihydro-1H-1,2,4-triazol-1-yl]-2-{[(2S)-1,1,1-trifluoropropan-2-yl]oxy}benzamide